(R,S)-3-(3-(6-(2-((5-chloro-1-methyl-1H-pyrazol-4-yl)amino)pyrimidin-4-yl)pyridin-2-yl)-1H-pyrazol-5-yl)-3-hydroxy-1-methylpyrrolidin-2-one ClC1=C(C=NN1C)NC1=NC=CC(=N1)C1=CC=CC(=N1)C1=NNC(=C1)[C@]1(C(N(CC1)C)=O)O